C(C)OC(=O)C1CC(=NN1C1=NC=CC=C1Cl)OC1CSC1 Ethyl-1-(3-chloropyridin-2-yl)-3-(thietan-3-yloxy)-4,5-dihydro-1H-pyrazole-5-carboxylate